Hexamethyl-benzene CC1=C(C(=C(C(=C1C)C)C)C)C